C(=O)(O)N1N=NC2=C1C=CC=C2 3-carboxy-benzotriazole